C(C)(C)(C)OC(=O)N1CC2=C(CC1C)N=C(N2)C2=C(C=C(C(=C2)C(=O)N2CCC(CC2)C2=CC=C(C=C2)C#N)C)C 2-(5-(4-(4-cyanophenyl)piperidine-1-carbonyl)-2,4-dimethylphenyl)-6-methyl-6,7-dihydro-3H-imidazo[4,5-c]pyridine-5(4H)-carboxylic acid tert-butyl ester